3-(4-(((4-methoxyphenethyl)(7-(trifluoromethyl)benzo[d]thiazol-2-yl)amino)methyl)phenyl)propiolic acid COC1=CC=C(CCN(C=2SC3=C(N2)C=CC=C3C(F)(F)F)CC3=CC=C(C=C3)C#CC(=O)O)C=C1